(S)-2-(2-(Benzyloxy)-3-fluorophenyl)-3-(4-(4-(dibutoxymethyl)piperidin-1-yl)-5-fluoro-2-methoxyphenyl)-7-oxa-2-azaspiro[3.5]nonan-1-one C(C1=CC=CC=C1)OC1=C(C=CC=C1F)N1C(C2([C@@H]1C1=C(C=C(C(=C1)F)N1CCC(CC1)C(OCCCC)OCCCC)OC)CCOCC2)=O